CC1=NN=C(N=N1)C1=CC=C(C[N-]CCOCCOCCCCCCCl)C=C1 (4-(6-methyl-1,2,4,5-tetrazin-3-yl)benzyl)-N-(2-(2-((6-chlorohexyl)oxy)ethoxy)ethyl)amide